(5R)-2-(2-ethylpyrimidin-5-yl)-5-methyl-N-[(3S)-2-oxo-5-phenyl-1,3-dihydro-1,4-benzodiazepine-3-yl]-6,7-dihydro-5H-pyrazolo[5,1-b][1,3]Oxazine-3-carboxamide C(C)C1=NC=C(C=N1)C1=NN2C(O[C@@H](CC2)C)=C1C(=O)N[C@@H]1C(NC2=C(C(=N1)C1=CC=CC=C1)C=CC=C2)=O